2,3-dichloropyridine-4-thiol ClC1=NC=CC(=C1Cl)S